aluminum ethylene glycol C(CO)O.[Al]